8-(4-((1r,3r)-3-methoxycyclobutane-1-carbonyl)piperazin-1-yl)-N-(1-methylcyclopropyl)-3-(5-(trifluoromethyl)-1,3,4-thiadiazol-2-yl)imidazo[1,5-a]pyridine-6-sulfonamide COC1CC(C1)C(=O)N1CCN(CC1)C=1C=2N(C=C(C1)S(=O)(=O)NC1(CC1)C)C(=NC2)C=2SC(=NN2)C(F)(F)F